3-((4-Chloro-3-((dimethyl(oxo)-λ6-sulfanylidene)amino)benzo[d]isothiazol-7-yl)thio)propanoic acid ClC1=CC=C(C2=C1C(=NS2)N=S(=O)(C)C)SCCC(=O)O